bromine Allyl chloride C(C=C)Cl.[Br]